CC1C(CCC2CCC3(C4(CCC5C(CC6=CC7=CC=CC=C7N=C6C5(C)C)(C4CC=C3C12)C)C)C)C 1,2,6a,6b,9,9,16a-heptamethyl-1,2,3,4,4a,5,6,6a,6b,7,8,8a,9,16,16a,16b,17,18b-octadecahydrochryseno[1,2-b]acridin